(2,4-difluoro-3-(3-(1-methyl-1H-pyrazol-4-yl)-1H-pyrazolo[3,4-c]pyridin-5-yl)phenyl)-N-methylethylamine FC1=C(C=CC(=C1C=1C=C2C(=CN1)NN=C2C=2C=NN(C2)C)F)N(C)CC